C(C=CCCCCCCCCC(=O)[O-])(=O)[O-] dodecenedioate